C12(CC(C1)C2)N2[C@@H](C=1NC3=CC=CC=C3C1C[C@H]2C)C2=CC=C(C=C2)OC2CN(C2)C2CC2 (1R,3R)-2-(bicyclo[1.1.1]pentan-1-yl)-1-(4-((1-cyclopropylazetidin-3-yl)oxy)phenyl)-3-methyl-2,3,4,9-tetrahydro-1H-pyrido[3,4-b]indole